ethyl 2-(3-bromopropoxy)acetate BrCCCOCC(=O)OCC